tert-butyl (6S)-2-(4-chloro-2-(6-((6,6-dimethyl-2,4-dioxo-3-azabicyclo[3.1.0]hexan-3-yl)methyl)pyrrolo[2,1-f][1,2,4]triazin-4-yl)-6-methylbenzyl)-6-methylmorpholine-4-carboxylate ClC1=CC(=C(CC2CN(C[C@@H](O2)C)C(=O)OC(C)(C)C)C(=C1)C)C1=NC=NN2C1=CC(=C2)CN2C(C1C(C1C2=O)(C)C)=O